OCCCNC1=CC=C(C=2C(=O)C3=CC=CC=C3C(=O)C12)NCCCO 1,4-bis[(3-hydroxypropyl)amino]anthra-9,10-quinone